C(C)(C)(C)OC1CN(C1)C(=O)NCC1=C(C=C(C=C1)C1=NC=NN2C1=CC(=C2)C2=CC=C(C=C2)CN2CCC(CC2)C2=CC=C(C=C2)NC2C(NC(CC2)=O)=O)C 3-tert-butoxy-N-[[4-[6-[4-[[4-[4-[(2,6-dioxo-3-piperidyl)amino]phenyl]-1-piperidyl]methyl]phenyl]pyrrolo[2,1-f][1,2,4]triazin-4-yl]-2-methyl-phenyl]methyl]azetidine-1-carboxamide